OC=1C(=C(C(=CC1)C)C1=C(C2=C(N=C1)NC(=C2)N2C=NC=C2)C#N)C (S)-5-(3-hydroxy-2,6-dimethylphenyl)-2-(1H-imidazol-1-yl)-1H-pyrrolo[2,3-b]pyridine-4-carbonitrile